2-amino-1-(4-(6,7-dimethoxyquinazolin-4-yl)-1,4-diazepan-1-yl)ethane-1-one hydrochloride Cl.NCC(=O)N1CCN(CCC1)C1=NC=NC2=CC(=C(C=C12)OC)OC